1-(2,2-difluoroethyl)-N-[4-[(6,7-dimethoxy-1,5-naphthyridin-4-yl)oxy]phenyl]-5-(4-fluorophenyl)-6-methyl-4-oxopyridine-3-carboxamide FC(CN1C=C(C(C(=C1C)C1=CC=C(C=C1)F)=O)C(=O)NC1=CC=C(C=C1)OC1=CC=NC2=CC(=C(N=C12)OC)OC)F